NC(CN1CCN(CC1)C1=C(C=C2C(=N1)O[C@](C2)(C)CO)NC(=O)C=2C=NN1C2N=CC(=C1)C)=O (S)-N-(6-(4-(2-amino-2-oxoethyl)piperazin-1-yl)-2-(hydroxymethyl)-2-methyl-2,3-dihydrofuro[2,3-b]pyridin-5-yl)-6-methylpyrazolo[1,5-a]pyrimidine-3-carboxamide